C(C1=CC=CC=C1)OC1=CC(=NC(=C1)C1=C(C=C(C=C1)C#N)C1=NN=C(N1C)S)N(C(OC(C)(C)C)=O)CC tert-butyl (4-(benzyloxy)-6-(4-cyano-2-(5-mercapto-4-methyl-4H-1,2,4-triazol-3-yl)phenyl)pyridin-2-yl)(ethyl)carbamate